N-(4-((R)-2-(2,4-Difluorophenyl)propyl)-6-(((R)-1-hydroxy-4-methylpentan-2-yl)amino)-1,3,5-triazin-2-yl)methanesulfonamide FC1=C(C=CC(=C1)F)[C@@H](CC1=NC(=NC(=N1)N[C@@H](CO)CC(C)C)NS(=O)(=O)C)C